5-tert-butyl-5-{4-[4-(3,5-dimethylpyridin-2-yl)piperazine-1-carbonyl]phenyl}imidazolidine-2,4-dione C(C)(C)(C)C1(C(NC(N1)=O)=O)C1=CC=C(C=C1)C(=O)N1CCN(CC1)C1=NC=C(C=C1C)C